(S)-2-(6-(3-methyl-1H-pyrrolo[2,3-b]pyridin-5-yl)-2-(2-(methoxymethyl)pyridine-4-yl)-1,2,3,4-tetrahydroisoquinolin-8-yl)pyrrolidine-1-carboxylic acid tert-butyl ester C(C)(C)(C)OC(=O)N1[C@@H](CCC1)C=1C=C(C=C2CCN(CC12)C1=CC(=NC=C1)COC)C=1C=C2C(=NC1)NC=C2C